OCCN(S(=O)(=O)C1=CC=C(C=C1)NC(NCC=1C=NC=CC1)=O)C 3-{4-[(2-hydroxyethyl)(methyl)sulfamoyl]phenyl}-1-(pyridin-3-ylmethyl)urea